(R)-2-(3-(5-(3-Hydroxy-1-methyl-2-oxopyrrolidin-3-yl)isoxazol-3-yl)phenyl)imidazo[1,2-a]pyridine-8-carboxamide O[C@@]1(C(N(CC1)C)=O)C1=CC(=NO1)C=1C=C(C=CC1)C=1N=C2N(C=CC=C2C(=O)N)C1